N-hydroxyethyl-meta-toluidine OCCNC1=CC(=CC=C1)C